C(C1=CC=CC=C1)OC1=CC=CC(=N1)C1CCN(CC1)CC1=NC2=C(N1C[C@H]1OCC1)C=CC(=C2)NC(OC(C)(C)C)=O tert-butyl (S)-(2-((4-(6-(benzyloxy)pyridin-2-yl)piperidin-1-yl)methyl)-1-(oxetan-2-ylmethyl)-1H-benzo[d]imidazol-5-yl)carbamate